1-amino-3-(2-boronoethyl)cycloheptane-1-carboxylic acid NC1(CC(CCCC1)CCB(O)O)C(=O)O